(S)-2-((2-((1-methoxy-3,3-dimethyl-1,3-dihydrobenzo[c][1,2]oxaborol-5-yl)amino)-5-(3-(pyridin-3-yl)-1,2,4-oxadiazol-5-yl)pyridin-4-yl)amino)-2-phenylethan-1-ol COB1OC(C2=C1C=CC(=C2)NC2=NC=C(C(=C2)N[C@H](CO)C2=CC=CC=C2)C2=NC(=NO2)C=2C=NC=CC2)(C)C